(2R,3S,4R,5R)-5-cyano-4-hydroxy-5-(4-((R)-2-methylbutanamido)pyrrolo[2,1-f][1,2,4]triazin-7-yl)-2-((2-phenylacetoxy)methyl)tetrahydrofuran-3-yl (tert-butoxycarbonyl)-L-valinate C(C)(C)(C)OC(=O)N[C@@H](C(C)C)C(=O)O[C@@H]1[C@H](O[C@]([C@@H]1O)(C1=CC=C2C(=NC=NN21)NC([C@@H](CC)C)=O)C#N)COC(CC2=CC=CC=C2)=O